ethyl alluronate O=C[C@H](O)[C@H](O)[C@H](O)[C@H](O)C(=O)OCC